N-(4-((3-(difluoromethyl)-5-(methylsulfonyl)phenyl)amino)-5-(1-methyl-1H-pyrazol-3-yl)pyridin-2-yl)acetamide FC(C=1C=C(C=C(C1)S(=O)(=O)C)NC1=CC(=NC=C1C1=NN(C=C1)C)NC(C)=O)F